3-(4-fluorophenyl)-5-methyl-4-(((5,6,7,8-tetrahydro-1,6-naphthyridin-2-yl)oxy)methyl)isoxazole hydrochloride Cl.FC1=CC=C(C=C1)C1=NOC(=C1COC1=NC=2CCNCC2C=C1)C